methanaminium chloride [Cl-].C[NH3+]